C(CCCCCCC)OC(C1=CC(C(=O)O)=CC=C1)=O.C(C1=CC(C(=O)O)=CC=C1)(=O)OCCCCCCCCCC (n-decyl) isophthalate (n-octyl)isophthalate